5-Amino-3-[2,3-difluoro-4-[[(5-fluoro-2-methoxy-benzoyl)amino]methyl]phenyl]-1-tetrahydrofuran-3-yl-pyrazole-4-carboxamide NC1=C(C(=NN1C1COCC1)C1=C(C(=C(C=C1)CNC(C1=C(C=CC(=C1)F)OC)=O)F)F)C(=O)N